N[C@H]1CN(CC[C@@H]1F)C=1C2=C(N=CN1)C(=CC(=N2)C2=CC=C(C=C2)CN2CCOCC2)C(=O)N 4-[(3S,4S)-3-amino-4-fluoropiperidin-1-yl]-6-[4-(morpholin-4-ylmethyl)phenyl]pyrido[3,2-d]pyrimidine-8-carboxamide